tert-butyl 2-(4,4-difluorocyclohexyl)-6-hydroxybenzoate FC1(CCC(CC1)C1=C(C(=O)OC(C)(C)C)C(=CC=C1)O)F